FC=1C(=CC(=NC1)OC)C1=CC(=NN1)C(=O)N1C2(CC2)C[C@H](CC1)C(=O)N[C@@H]1CN(CC1)CC1(COC1)O (S)-4-(5-(5-fluoro-2-methoxypyridin-4-yl)-1H-pyrazole-3-carbonyl)-N-((S)-1-((3-hydroxyoxetan-3-yl)methyl)pyrrolidin-3-yl)-4-azaspiro[2.5]Octane-7-carboxamide